FC1=C(C=CC=C1C(F)(F)F)[C@@H](C)NC=1C2=C(N=CN1)N=C(C(=C2)N2CCS(CC2)(=O)=O)OC (R)-4-(4-((1-(2-fluoro-3-(trifluoromethyl)phenyl)ethyl)amino)-7-methoxypyrido[2,3-d]pyrimidin-6-yl)thiomorpholine 1,1-dioxide